N-({4-[(1-methylpiperidin-4-yl)amino]-3-[(trifluoromethyl)sulfonyl]phenyl}sulfonyl)-2-(1H-pyrrolo[2,3-b]pyridin-5-yloxy)benzamide CN1CCC(CC1)NC1=C(C=C(C=C1)S(=O)(=O)NC(C1=C(C=CC=C1)OC=1C=C2C(=NC1)NC=C2)=O)S(=O)(=O)C(F)(F)F